OCC1=CC=C(OC2=C(C=C(C=C2)[N+](=O)[O-])C=2C3=C(C(N(C2)C)=O)NC=C3)C=C1 4-(2-(4-(hydroxymethyl)phenoxy)-5-nitrophenyl)-6-methyl-1,6-dihydro-7H-pyrrolo[2,3-c]pyridin-7-one